CN1C(C1)C 1,2-dimethyl-aziridine